F[C].[La].[Ce] cerium-lanthanum fluorocarbon